N=1C=2N(CC1)C=CN2 Imidazo[3,2-a]Imidazole